Cl.N(C1=CC=CC=C1)C=C1C(=C(CCC1)C=NC1=CC=CC=C1)Cl N-[(3-(anilinomethylene)-2-chloro-1-cyclohexene-1-yl)methylene]aniline hydrochloride